3-(benzyloxy)-1-methyl-1H-pyrazole C(C1=CC=CC=C1)OC1=NN(C=C1)C